(S)-1-(2-(4-(5-(5-fluoropyridin-3-yl)-4,5-dihydro-1H-pyrazole-1-carbonyl)piperazin-1-yl)pyrimidin-4-yl)-3,5-dimethyl-1H-pyrazole-4-carboxamide FC=1C=C(C=NC1)[C@@H]1CC=NN1C(=O)N1CCN(CC1)C1=NC=CC(=N1)N1N=C(C(=C1C)C(=O)N)C